3-(3-bromopyrazolo[1,5-a]pyridin-6-yl)propan-1-ol BrC=1C=NN2C1C=CC(=C2)CCCO